N1(CCCCC1)C(=O)C1=CC=C(C=C1)C#CC Piperidin-1-yl-(4-(1-propyn-1-yl)phenyl)methanone